FC(C1=CC2=C(SC(=C2)C(N[C@H]2CCCC[C@@H]3N(C2=O)[C@@H](CC3)C(N[C@H]3CN(CC3)C3=NC=CC=C3C)=O)=O)C=C1)P(O)(O)=O (fluoro(2-(((3S,6S,10aS)-3-(((R)-1-(3-methylpyridin-2-yl)pyrrolidin-3-yl)carbamoyl)-5-oxodecahydro-pyrrolo[1,2-a]azocin-6-yl)carbamoyl)benzo[b]thiophen-5-yl)methyl)phosphonic acid